CN1N=C2N=C(C(=CC2=C1)N1N=C(C(=C1C)C(C)C)C=1C2=CN(N=C2C=CC1)C[C@H](OCC(=O)O)C1=CC=CC=C1)C 2-[(1R)-2-[4-(1-{2,6-Dimethyl-2H-pyrazolo[3,4-b]pyridin-5-yl}-5-methyl-4-(propan-2-yl)-1H-pyrazol-3-yl)-2H-indazol-2-yl]-1-phenylethoxy]acetic acid